rac-N-((4R,5R)-1-(3-bromophenyl)-7-ethyl-4-(4-fluorophenyl)-3-(hydroxymethyl)-6-oxo-4,5,6,7-tetrahydro-1H-pyrazolo[3,4-b]pyridin-5-yl)-3-(trifluoromethyl)benzamide BrC=1C=C(C=CC1)N1N=C(C2=C1N(C([C@@H]([C@@H]2C2=CC=C(C=C2)F)NC(C2=CC(=CC=C2)C(F)(F)F)=O)=O)CC)CO |r|